NC(C(=O)O)CC(C1=CC=CC=C1)=O 2-amino-4-oxo-4-phenylbutanoic acid